[N+](=[N-])=CC(CC[C@@H](C(=O)OC(C)C)NC([C@H](OC)C=1C=NC=C(C1)F)=O)=O isopropyl (S)-6-diazo-2-((R)-2-(5-fluoropyridin-3-yl)-2-methoxyacetamido)-5-oxohexanoate